ClC1=CC=C(C=C1)C1=NC(=NC(=N1)C1=CC=C(C=C1)C1=CC=C(C=C1)C1=NC(=NC(=N1)C1=CC=CC=C1)C1=CC=CC=C1)C1=CC=CC=C1 2-(4-chlorophenyl)-4-(4'-(4,6-diphenyl-1,3,5-triazin-2-yl)-[1,1'-biphenyl]-4-yl)-6-phenyl-1,3,5-triazine